4-(5-((3,4-dichloro-2-hydroxy-5-oxo-2,5-dihydro-1H-pyrrol-1-yl)methyl)pyridin-2-yl)piperazin-2-one ClC=1C(N(C(C1Cl)=O)CC=1C=CC(=NC1)N1CC(NCC1)=O)O